sodium enanthoate C(CCCCCC)(=O)[O-].[Na+]